5-{1-fluoro-3-hydroxy-7-[(4,4,4-trifluoro-3-methoxybutyl)amino]-5,6,7,8-tetrahydronaphthalen-2-yl}-1λ6,2,5-thiadiazolidine-1,1,3-trione FC1=C(C(=CC=2CCC(CC12)NCCC(C(F)(F)F)OC)O)N1CC(NS1(=O)=O)=O